tert-butyl N-[(6-chloro-1H-pyrrolo[2,3-b]pyridin-2-yl)methyl]-N-(cyclobutylmethyl)carbamate ClC1=CC=C2C(=N1)NC(=C2)CN(C(OC(C)(C)C)=O)CC2CCC2